8-oxabicyclo[3.2.1]octan-3-ol C12CC(CC(CC1)O2)O